6-(4-chloro-1-(4-(6-(methylcarbamoyl)pyridin-2-yl)benzyl)-1H-indazole-7-carboxamido)spiro[3.3]heptane-2-carboxylic acid ClC1=C2C=NN(C2=C(C=C1)C(=O)NC1CC2(CC(C2)C(=O)O)C1)CC1=CC=C(C=C1)C1=NC(=CC=C1)C(NC)=O